C1(=CC=CC=C1)C(C(=O)O)C(C(=O)O)C1=CC=CC=C1 2,3-diphenylsuccinic acid